ICCOCCN(C(OC(C)(C)C)=O)C1=NC=CC(=C1)C1=CC=C(C=C1)C=1N=C2N(C=C(C=C2)OC)C1 tert-butyl N-[2-(2-iodanylethoxy)ethyl]-N-[4-[4-(6-methoxyimidazo[1,2-a]pyridin-2-yl)phenyl]pyridin-2-yl]carbamate